4-(2-chloro-6-nitro-phenyl)-1,2,4-triazole ClC1=C(C(=CC=C1)[N+](=O)[O-])N1C=NN=C1